OCCN1CCN(CC1)CCS(=O)(=O)O 4-Hydroxyethylpiperazineethanesulfonic acid